2-(5-(1,3-dioxolan-2-yl)pyridin-2-yl)oxazole O1C(OCC1)C=1C=CC(=NC1)C=1OC=CN1